Dimethoxy methylphosphonate CP(OOC)(OOC)=O